O(P1(OC2=CC=C(C=C2)OP(O1)(=O)[O-])=O)C1=C(C=CC=C1C)C (2,6-dimethylphenyl) p-phenylene diphosphate